ClC=1C(=CC2=C(C=3N(C(CO2)CC(C)C)C=C(C(C3)=O)C(=O)O)C1)OC 2-Chloro-7-isobutyl-3-methoxy-11-oxo-6,7-dihydro-11H-benzo[f]pyrido[1,2-d][1,4]oxazepine-10-carboxylic acid